4-cyclohexanedipropionate C1(CCC(CC1)CCC(=O)[O-])CCC(=O)[O-]